OC1=C(C(=O)C2=CC=CC=C2)C=CC(=C1)OCC(COCCCCCCCCCC)O 2-hydroxy-4-(2-hydroxy-3-decyloxypropoxy)benzophenone